Ethylvinyl Ether C(C)OC=C